The molecule is a hydroxy fatty acid comprising lauric acid carrying a single hydroxy substituent at position 7. It is a hydroxy fatty acid and a medium-chain fatty acid. It derives from a dodecanoic acid. It is a conjugate acid of a 7-hydroxylaurate. CCCCCC(CCCCCC(=O)O)O